Methyl 2-[acetyl(2-naphthylmethyl)amino]-7-chloro-6-hydroxy-1-benzothiophene-3-carboxylate C(C)(=O)N(C=1SC2=C(C1C(=O)OC)C=CC(=C2Cl)O)CC2=CC1=CC=CC=C1C=C2